NC=1C(=CC(=C(C1)CCCNC(OC(C)(C)C)=O)N1CCC(CC1)N1CCN(CC1)C)OC tert-butyl (3-(5-amino-4-methoxy-2-(4-(4-methylpiperazin-1-yl)piperidin-1-yl)phenyl)propyl)carbamate